2',6'-Dichloro-3-(4-methyl-4H-1,2,4-triazol-3-yl)-[2,4'-bipyridine]-5-carbonitrile ClC1=NC(=CC(=C1)C1=NC=C(C=C1C1=NN=CN1C)C#N)Cl